C(C)(=O)OC1=C2C(C3=CC=CC=C13)C2 methanoindene-yl acetate